(R)-1-((4-(3-amino-4-chloro-1H-indazol-5-yl)-3-chlorophenyl)sulfonyl)pyrrolidin-3-ol NC1=NNC2=CC=C(C(=C12)Cl)C1=C(C=C(C=C1)S(=O)(=O)N1C[C@@H](CC1)O)Cl